C1(=CC=CC=C1)C=1OC2=CC=CC=C2C(C1[Se]C1=CC=C(C=C1)Cl)=O 2-phenyl-3-(4-chlorophenylseleno)-4H-chromone